C(N)(=O)C1CCC(CC1)NC1=C(C=NC(=C1)N1N=CC=2C1=NC=C(C2)C#N)C(=O)OC(C)(C)C tert-butyl 4-[(4-carbamoylcyclohexyl)amino]-6-(5-cyanopyrazolo[3,4-b]pyridin-1-yl)pyridine-3-carboxylate